COC1=CC=NC=N1 6-methoxy-pyrimidin